1,2,3,4,6-penta-O-galloyl-β-D-glucose C(C1=CC(O)=C(O)C(O)=C1)(=O)O[C@H]1[C@H](OC(C2=CC(O)=C(O)C(O)=C2)=O)[C@@H](OC(C2=CC(O)=C(O)C(O)=C2)=O)[C@H](OC(C2=CC(O)=C(O)C(O)=C2)=O)[C@H](O1)COC(C1=CC(O)=C(O)C(O)=C1)=O